5-(hydroxymethyl)-2-methylbenzofuran-3-carboxylic acid ethyl ester C(C)OC(=O)C1=C(OC2=C1C=C(C=C2)CO)C